1-methyl-1-propylpyrrolidinium bis(trifluoromethanesulfonyl)imide salt [N-](S(=O)(=O)C(F)(F)F)S(=O)(=O)C(F)(F)F.C[N+]1(CCCC1)CCC